O[C@@]1([C@@H](CC[C@H](C1)C)C(C)C)C(=O)NCCC1=CC(=C(C=C1)O)[N+](=O)[O-] (1s,2s,5r)-1-hydroxy-N-[2-(4-hydroxy-3-nitro-phenyl)ethyl]-2-isopropyl-5-methyl-cyclohexanecarboxamide